tert-butyl (1-(((4-((3-chloro-4-(pyridin-2-ylmethoxy)phenyl)amino)-6-nitroquinazolin-7-yl)oxy) methyl)cyclopropyl)carbamate ClC=1C=C(C=CC1OCC1=NC=CC=C1)NC1=NC=NC2=CC(=C(C=C12)[N+](=O)[O-])OCC1(CC1)NC(OC(C)(C)C)=O